FC=1C=C(C=C(C1)C)N1CCC=2C=C(N=CC2[C@H]1C)C(=O)O (R)-7-(3-fluoro-5-methylphenyl)-8-methyl-5,6,7,8-tetrahydro-2,7-naphthyridine-3-carboxylic acid